2,6-dimethylpyridine hydrochloride Cl.CC1=NC(=CC=C1)C